O=C1NC=CC=C1N1N=C(N=C1)C(=O)O 1-(2-keto-1H-pyridin-3-yl)-1,2,4-triazole-3-carboxylic acid